2,2'-(1H-indole-4,7-diyl)di(thieno[3,2-b]furan-5-carbaldehyde) N1C=CC2=C(C=CC(=C12)C1=CC2=C(O1)C=C(S2)C=O)C2=CC1=C(O2)C=C(S1)C=O